COC(C1=C(C(=C(C(=C1)/C=N/NS(=O)(=O)CC1=CC=CC=C1)F)F)NC1=C(C=C(C=C1)C)F)=O (E)-3,4-difluoro-2-((2-fluoro-4-methylphenyl)amino)-5-((2-toluenesulfonylhydrazono)methyl)benzoic acid methyl ester